O=CCC(COC(F)(F)F)[NH-] 4-oxo-N-[1-(trifluoromethoxy)but-2-yl]amide